ClC1=C(C(=C(C=C1OC)OC)Cl)C1=NC(=C2C=C(N=CC2=C1)N[C@H]1[C@H](COC1)NC(C=C)=O)N1CC(C1)(C)O N-((3R,4S)-4-((7-(2,6-dichloro-3,5-dimethoxyphenyl)-5-(3-hydroxy-3-methylazetidin-1-yl)-2,6-naphthyridin-3-yl)amino)tetrahydrofuran-3-yl)acrylamide